CN1C(=NC2=C(C=C(C=C2C1=O)C)[C@H](C)NC1=C(C(=O)O)C=CC=C1)N1CCOCC1 (S)-2-((1-(3,6-dimethyl-2-morpholino-4-oxo-3,4-dihydroquinazolin-8-yl)ethyl)amino)benzoic acid